ClC1=CC=C(C=C1)C=1N=CN(C1C1=CC=NC=C1)CC(=O)N1CCNCC1 [4-(4-chlorophenyl)-5-(pyridin-4-yl)-1H-imidazol-1-yl]-1-(piperazin-1-yl)ethan-1-one